C/C=C/[C@@H]1[C@H]2C[C@H](CC[C@@H]2C(=C[C@@H]1C(=O)C3=C(C(=CNC3=O)C4=CC=C(C=C4)O)O)C)C The molecule is an aromatic ketone, a carbobicyclic compound, an ilicicolin, a monohydroxypyridine, a member of octahydronaphthalenes, a member of phenols and a pyridone.